2-ethyl-2-(hydroxymethyl)propane-1,3-diol C(C)C(CO)(CO)CO